1-[[7-[8-ethyl-7-fluoro-3-(methoxymethoxy)-1-naphthyl]-8-fluoro-4-[(3R)-3-hydroxy-3-methyl-1-piperidyl]pyrido[4,3-d]pyrimidin-2-yl]oxymethyl]-cyclopropanecarbaldehyde C(C)C=1C(=CC=C2C=C(C=C(C12)C1=C(C=2N=C(N=C(C2C=N1)N1C[C@](CCC1)(C)O)OCC1(CC1)C=O)F)OCOC)F